N-((2-(2,6-dioxopiperidin-3-yl)-1-oxoisoindolin-5-yl)methyl)-[1,1'-biphenyl]-4-carboxamide O=C1NC(CCC1N1C(C2=CC=C(C=C2C1)CNC(=O)C1=CC=C(C=C1)C1=CC=CC=C1)=O)=O